tantalum-magnesium-silver [Ag].[Mg].[Ta]